4-((3,5-difluoropyridin-2-yl)methoxy)-5',6-dimethyl-2-oxo-2H-[1,4'-bipyridine]-2'-carbonitrile FC=1C(=NC=C(C1)F)COC1=CC(N(C(=C1)C)C1=CC(=NC=C1C)C#N)=O